5'-O-[bis(4-methoxyphenyl)(phenyl)methyl]inosine COC1=CC=C(C=C1)C(OC[C@@H]1[C@H]([C@H]([C@@H](O1)N1C=NC=2C(O)=NC=NC12)O)O)(C1=CC=CC=C1)C1=CC=C(C=C1)OC